1-Phenyl-1H-imidazole-4-carboxylic acid {2-oxo-2-[4-(3-trifluoromethyl-phenoxy)-piperidin-1-yl]-ethyl}-amide O=C(CNC(=O)C=1N=CN(C1)C1=CC=CC=C1)N1CCC(CC1)OC1=CC(=CC=C1)C(F)(F)F